1-ethyl-3-propylpyrrolidinium methanesulfonate CS(=O)(=O)[O-].C(C)[NH+]1CC(CC1)CCC